OC1=C(C=2C=NNC2C=C1)C=O 5-Hydroxy-1H-indazole-4-carbaldehyde